CC1=C(C(=CC=C1)C)C1=CC=C(C=C1)[C@H](CC(=O)O)NC(=O)NC=1C(N(C=CC1O)C)=O (S)-3-(2',6'-dimethylbiphenyl-4-yl)-3-(3-(4-hydroxy-1-methyl-2-oxo-1,2-dihydropyridin-3-yl)ureido)propionic acid